FC=1C=2N(C=C(C1)NC(=O)C=1C=CC(=C3C=C(N=NC13)OC)N1CCN(CC1)C(=O)OC(C)(C)C)C=C(N2)C tert-butyl 4-[8-({8-fluoro-2-methylimidazo[1,2-a]pyridin-6-yl}carbamoyl)-3-methoxycinnolin-5-yl]piperazine-1-carboxylate